O1CC(CC1)CCC1=C(C=C(C=C1)O)O 4-(2-(tetrahydrofuran-3-yl)ethyl)benzene-1,3-diol